N-((azetidin-2-yl)methyl)acetamide N1C(CC1)CNC(C)=O